1-trifluoromethyl-4-(2-methylhydrotelluro-propyl)benzene FC(C1=CC=C(C=C1)CC(C[TeH])C)(F)F